FC(C)(F)C1=CC=C2C(OC(C2=C1)=CC=1C=CC(=C(C(=O)N2CCN(CC2)C2=CC=C(C=N2)C#N)C1)F)=O 6-[4-[5-[[6-(1,1-difluoroethyl)-3-oxo-isobenzofuran-1-ylidene]methyl]-2-fluoro-benzoyl]piperazin-1-yl]pyridine-3-carbonitrile